CN(CCC1(C(C=C(C=C1)NC=1N=C(C2=C(N1)NC=C2)C2=CN(C1=CC=CC=C21)C)NC)NCC)C 1-(2-(dimethylamino)ethyl)-N1-ethyl-N2-methyl-N4-(4-(1-methyl-1H-indol-3-yl)-7H-pyrrolo[2,3-d]pyrimidin-2-yl)benzene-1,2,4-triamine